4-chloromethylmorpholine hydrate O.ClCN1CCOCC1